1-benzyl-2-nitro-1,2,3,4-tetrahydroquinoline-6,7-diol C(C1=CC=CC=C1)N1C(CCC2=CC(=C(C=C12)O)O)[N+](=O)[O-]